[Cl-].C(CCCCCC)[NH+]1C=C(C=C1)C 1-Heptyl-3-Methylpyrrolium chlorid